3-diethylaminophenylselenophene C(C)N(C=1C=C(C=CC1)C=1[Se]C=CC1)CC